BrC1=CC=2C3=C(C=NC2C=C1F)N(C(C31CN(C1)C(=O)OC(C)C)=O)C Isopropyl 8'-Bromo-7'-fluoro-3'-methyl-2'-oxo-2',3'-dihydrospiro[azetidine-3,1'-pyrrolo[2,3-c]quinoline]-1-carboxylate